The molecule is a branched amino octasaccharide comprised of a sequence of beta-D-galactose, N-acetyl-beta-D-glucosamine, beta-D-galactose, N-acetyl-beta-D-glucosamine,beta-D-galactose and N-acetyl-beta-D-glucosamine residues, linked (1->4), (1->3), (1->4), (1->3) and (1->4), to the reducing-end and centrally positioned GlcNAc residues of which are also (1->3)-linked alpha-L-fucose residues. It has a role as an epitope. It is an amino octasaccharide and a glucosamine oligosaccharide. C[C@H]1[C@H]([C@H]([C@@H]([C@@H](O1)O[C@@H]2[C@H]([C@@H](O[C@@H]([C@H]2O[C@H]3[C@@H]([C@H]([C@H]([C@H](O3)CO)O)O[C@H]4[C@@H]([C@H]([C@@H]([C@H](O4)CO)O[C@H]5[C@@H]([C@H]([C@H]([C@H](O5)CO)O)O[C@H]6[C@@H]([C@H]([C@@H]([C@H](O6)CO)O[C@H]7[C@@H]([C@H]([C@H]([C@H](O7)CO)O)O)O)O)NC(=O)C)O)O[C@H]8[C@H]([C@@H]([C@@H]([C@@H](O8)C)O)O)O)NC(=O)C)O)CO)O)NC(=O)C)O)O)O